trifluoromethyl-thianthrenium methyl-2-(4,4-difluoroazepan-1-yl)-5,6,7,8,9,10-hexahydrocycloocta[b]pyridine-3-carboxylate COC(=O)C=1C=C2C(=NC1N1CCC(CCC1)(F)F)CCCCCC2.FC(F)(F)C2=CC=CC=1[SH+]C3=CC=CC=C3SC21